FC(C(=O)O)(F)F.FC1(CN(CC=2C1=NC=1N(C2)C(=C(N1)C1=NC(=NN1)C(F)(F)F)C1=CN=CN1)C)F 9,9-difluoro-3-(1H-imidazol-5-yl)-7-methyl-2-(3-(trifluoromethyl)-1H-1,2,4-triazol-5-yl)-6,7,8,9-tetrahydroimidazo[1,2-a]pyrido[4,3-d]pyrimidine, trifluoroacetic acid salt